O1C=COC=2C=CC3=C(C(=NO3)N)C21 [1,4]dioxino[2',3':5,6]benzo[1,2-d]isoxazol-9-amine